6-chloro-5-(3-fluoro-2-pyridyl)-3-methyl-7-(trifluoromethyl)-1,3-dihydro-1,4-benzodiazepin-2-one ClC1=C(C=CC2=C1C(=NC(C(N2)=O)C)C2=NC=CC=C2F)C(F)(F)F